N-(3,4-dichlorobenzyl)-4-(3-(pyridin-4-ylmethyl)ureido)benzenesulfonamide 2,2,3,3,4,4-hexafluoropentane-1,5-diyl-bis(2-methylacrylate) FC(CC=C(C(=O)O)C)(C(C(CC=C(C(=O)O)C)(F)F)(F)F)F.ClC=1C=C(CNS(=O)(=O)C2=CC=C(C=C2)NC(=O)NCC2=CC=NC=C2)C=CC1Cl